CC1(CCC(O1)C1=C(C=C(C=C1)F)C(C(=O)O)N1CC(C1)OCCCCCC1=NC=2NCCCC2C(=C1)OC)C 2-(2-(5,5-dimethyltetrahydrofuran-2-yl)-5-fluorophenyl)-2-(3-((5-(4-methoxy-5,6,7,8-tetrahydro-1,8-naphthyridin-2-yl)pentyl)oxy)azetidin-1-yl)acetic acid